n-methyl-7-oxo-5-(4-(trifluoromethyl)phenyl)-4,7-dihydropyrazolo[1,5-a]pyrimidine-3-carboxamide CNC(=O)C=1C=NN2C1NC(=CC2=O)C2=CC=C(C=C2)C(F)(F)F